(E)-N-(5-Cyano-4-(2-(4,4-difluorocyclohexyl)vinyl)pyridin-2-yl)acrylamide C(#N)C=1C(=CC(=NC1)NC(C=C)=O)\C=C\C1CCC(CC1)(F)F